C(CC)(=O)C=1C=C(C#N)C=CC1 3-propionyl-benzonitrile